(S)-(9H-fluoren-9-yl)-methyl(1-((4-(hydroxymethyl)phenyl)amino)-1-oxopropyl-2-yl)carbamate C1=CC=CC=2C3=CC=CC=C3C(C12)OC(N=C(C(=O)NC1=CC=C(C=C1)CO)CC)=O